CN1C(C(=C(C2=CC=CC=C12)N1CCC(CC1)C1=NC(=NO1)C1=C(C=CC=C1)C)C(=O)N)=O 1-methyl-4-{4-[3-(2-methylphenyl)-1,2,4-oxadiazol-5-yl]piperidin-1-yl}-2-oxo-1,2-dihydroquinoline-3-carboxamide